7-((4-(4-((3-Isopropoxyazetidine-1-carboxamido)methyl)-3-methylphenyl)pyrimidin-2-yl)amino)-3,4-dihydroisoquinoline-2(1H)-carboxylic acid tert-butyl ester C(C)(C)(C)OC(=O)N1CC2=CC(=CC=C2CC1)NC1=NC=CC(=N1)C1=CC(=C(C=C1)CNC(=O)N1CC(C1)OC(C)C)C